C(C)N(C(C1=C(C=CC(=C1)F)OC1=C(N=CN=N1)N1CC2(CN(C2)[C@H](C(C)C)C[C@H](CN(C)CC)OC)CC1)=O)C(C)C N-ethyl-2-((5-(2-((3S,5R)-6-(ethyl-(methyl)amino)-5-methoxy-2-methylhexan-3-yl)-2,6-diazaspiro[3.4]oct-6-yl)-1,2,4-triazin-6-yl)oxy)-5-fluoro-N-isopropylbenzamide